potassium octatrienoate C(C=CC=CC=CC)(=O)[O-].[K+]